1-[6-chloro-5-(2,3-dichlorobenzoyl)pyrazin-2-yl]-4-methylpiperidin-4-carbonitrile ClC1=C(N=CC(=N1)N1CCC(CC1)(C#N)C)C(C1=C(C(=CC=C1)Cl)Cl)=O